C(N)(OC[C@H](NC(=O)NC=1N=C(SC1)C#C)C1=CC=C(C=C1)C1=CC=CC=2N=NSC21)=O (R)-2-(4-(benzo[d][1,2,3]thiadiazol-7-yl) phenyl)-2-(3-(2-ethynylthiazol-4-yl)-ureido)-ethyl carbamate